6-bromo-4-chloro-7-(methoxymethoxy)-2,3-dihydro-1H-inden-1-one BrC1=CC(=C2CCC(C2=C1OCOC)=O)Cl